ClC1=C(C2=C(C=N1)C(=NN2C)C=2C(=C(C(=C(C2)C(F)(F)F)F)O)F)C 3-(6-Chloro-1,7-dimethyl-1H-pyrazolo[4,3-c]pyridin-3-yl)-2,6-difluoro-5-(trifluoromethyl)phenol